3-bromo-6-methoxy-2-(2-nitropropyl)pyridine BrC=1C(=NC(=CC1)OC)CC(C)[N+](=O)[O-]